methylpyridin-1-ium C[N+]1=CC=CC=C1